ClC=1C(=NC=CC1C1=NC(=C(C=C1)C=O)OC)C=1C(=C(C=CC1)NC(=O)C1=CC=C(C=N1)CN(C(OC(C)(C)C)=O)C[C@H]1OCC1)C tert-butyl (S)-((6-((3-(3'-chloro-5-formyl-6-methoxy-[2,4'-bipyridin]-2'-yl)-2-methylphenyl)carbamoyl)pyridin-3-yl)methyl)(oxetan-2-ylmethyl)carbamate